3-acetyl-3''-chloro-4''-((3,5-difluoropyridin-2-yl)methoxy)-5',6''-dimethyl-2H,2''H-[1,2':4',1''-terpyridin]-2,2''-dione C(C)(=O)C=1C(N(C=CC1)C1=NC=C(C(=C1)N1C(C(=C(C=C1C)OCC1=NC=C(C=C1F)F)Cl)=O)C)=O